C(C)(C)(C)OC(=O)NCCCCCC(=O)NCC1=CC=C(C=C1)C=1SC=C(N1)C(=O)N[C@@H](CO[Si](C)(C)C(C)(C)C)C(=O)O (2-(4-((6-((Tert-butoxycarbonyl)amino)hexanamido)methyl)phenyl)thiazole-4-carbonyl)-O-(tert-butyldimethylsilyl)-Z-serine